N1N=C(C=C1)C=O pyrazole-3-carboxaldehyde